FC1=C(C(=C(C(=C1F)F)F)F)[B-](C1=C(C(=C(C(=C1F)F)F)F)F)(C1=C(C(=C(C(=C1F)F)F)F)F)C1=C(C(=C(C(=C1F)F)F)F)F.C(CCCCCCCCCCCCCCCCC)[NH2+]CCCCCCCCCCCCCCCCCC dioctadecylammonium [tetrakis(perfluorophenyl)borate]